(7S)-9-(2,6-difluorophenyl)-3,7-dimethyl-16-oxa-18-thia-2,4,5,8-tetrazatetracyclo[8.8.0.02,6.011,17]octadeca-1(10),3,5,8,11(17)-pentaene FC1=C(C(=CC=C1)F)C1=N[C@H](C2=NN=C(N2C=2SC=3OCCCCC3C12)C)C